FC1=C(C=C(C=C1C(F)(F)F)O)C1=C(C(=NC=2CC(CCC12)(C)C)N1CC2(CN(C2)C(C=C)=O)CC1)C 1-(6-(4-(2-fluoro-5-hydroxy-3-(trifluoromethyl)phenyl)-3,7,7-trimethyl-5,6,7,8-tetrahydro-2-quinolinyl)-2,6-diazaspiro[3.4]octan-2-yl)-2-propen-1-one